C(C1=CC=CC=C1)N(S(=O)C(C)(C)C)C[C@H]1OC(C(CC1)I)O N-benzyl-N-[[(2S)-6-hydroxy-5-iodo-tetrahydropyran-2-yl]methyl]-2-methyl-propane-2-sulfinamide